hexyl 3-((chlorosulfonyl) oxy)-2,2-dimethylpropionate ClS(=O)(=O)OCC(C(=O)OCCCCCC)(C)C